bis(3-methylaminophenyl)amine CNC=1C=C(C=CC1)NC1=CC(=CC=C1)NC